CCCCCCCCCCCCCCCCCCCCCCC(=O)N[C@@H](CO)[C@@H]([C@@H](CCCCCCCCCCC(C)C)O)O The molecule is a N-acyl-4-hydroxy-15-methylhexadecasphinganine in which the acyl group has 23 carbons and 0 double bonds. It derives from a 15-methylhexadecaphytosphingosine.